OC1=CC=C(C=C1)NC(C=C)=O N-(4-hydroxyphenyl)acrylamide